(R)-N-((R)-1-(4-chloropyridin-2-yl)ethyl)-2-methylpropan-2-sulfinamide ClC1=CC(=NC=C1)[C@@H](C)N[S@](=O)C(C)(C)C